(S)-7-ethoxy-1-(2-(5-methoxy-1H-indol-3-yl)ethyl)-6-methoxy-3,4-dihydroisoquinolinETHANOIC ACID C(C)OC1=C(C=C2CCN[C@](C2=C1)(CC(=O)O)CCC1=CNC2=CC=C(C=C12)OC)OC